FC(C1=CC(=NC=C1C1=NC(=NC(=N1)N1[C@H](COC[C@@H]1C)C)N1[C@@H](COCC1)C)N)F 4-(difluoromethyl)-5-[4-[(3s,5s)-3,5-dimethylmorpholin-4-yl]-6-[(3R)-3-methylmorpholin-4-yl]-1,3,5-triazin-2-yl]pyridin-2-amine